C(=O)(OC(C)(C)C)C(CN)S boc-2-aminoethanethiol